N1=C(C=CC=C1)C1=CC=C(C=C1)NC=1C=C(C=C(C1)C1=CC=CC=C1)C1=CC=CC=C1 N-(4-(pyridin-2-yl)phenyl)-[1,1':3',1''-terphenyl]-5'-amine